1,4-bis(4-maleimidylphenoxy)benzene C1(C=CC(N1C1=CC=C(OC2=CC=C(C=C2)OC2=CC=C(C=C2)N2C(C=CC2=O)=O)C=C1)=O)=O